2-(1-benzylpiperidin-4-yl)-4-[4-(trifluoromethyl)phenyl]-2,3-dihydropyridazin-3-one hydrochloride Cl.C(C1=CC=CC=C1)N1CCC(CC1)N1N=CC=C(C1=O)C1=CC=C(C=C1)C(F)(F)F